ClC1=CC=C2C(=CNC2=C1C1=NC=CC=C1)S(=O)(=O)NC1=NC(=C(C(=N1)OC)CC(F)F)OC 6-chloro-N-[5-(2,2-difluoroethyl)-4,6-dimethoxy-pyrimidin-2-yl]-7-(2-pyridyl)-1H-indole-3-sulfonamide